CN(CC=CC(=O)N1CCC(CC1)OCCN1C2=C(N(C(CCC1)=O)C)C=CC=C2F)C 6-(2-((1-(4-(Dimethylamino)but-2-enoyl)piperidin-4-yl)oxy)ethyl)-7-fluoro-1-methyl-2-oxo-1,2,3,4,5,6-hexahydrobenzo[b][1,4]diazocin